methyl 4-(2-(3-((tert-butoxycarbonyl)amino)prop-1-yn-1-yl)-3-fluorobenzofuran-4-yl)-4-cyanobutanoate C(C)(C)(C)OC(=O)NCC#CC=1OC2=C(C1F)C(=CC=C2)C(CCC(=O)OC)C#N